tert-butyl 2-(aminomethyl)azetidine-1-carboxylate NCC1N(CC1)C(=O)OC(C)(C)C